C1(CC1)C=1N=NN(C1)[C@H](C(=O)N1[C@@H](C[C@H](C1)O)C(=O)NC(CC(F)(F)F)C1=C(C=CC=C1)C)C(C)(C)C (2S,4R)-1-[(2S)-2-(4-cyclopropyltriazol-1-yl)-3,3-dimethyl-butanoyl]-4-hydroxy-N-[3,3,3-trifluoro-1-(o-tolyl)propyl]pyrrolidine-2-carboxamide